Cl.NC=1C(=C2C=3C(=C(C(=C(C3C3=CC=CC=C3C2=CC1)N)N)N)N)N hexa-aminotriphenylene hydrochloride